4,8-dichlorobenzo[f]isoquinoline ClC1=NC=CC=2C3=C(C=CC12)C=C(C=C3)Cl